CC(C=O)(C)C=1C=NN(C1)COCC[Si](C)(C)C 2-methyl-2-(1-((2-(trimethylsilyl)ethoxy)methyl)-1H-pyrazol-4-yl)propanal